4-amino-4-(hydroxymethyl)azepane-1-carboxylic acid tert-butyl ester C(C)(C)(C)OC(=O)N1CCC(CCC1)(CO)N